(tert-Butyldimethylsilanyloxy)cyclohexan-1-one [Si](C)(C)(C(C)(C)C)OC1C(CCCC1)=O